2-[(3R)-3-[4-amino-3-(2-fluoro-4-phenoxy-phenyl)pyrazolo[3,4-d]-pyrimidin-1-yl]piperidine-1-carbonyl]-4-(4-ethylpiperazin-1-yl)-4-methyl-pent-2-enenitrile NC1=C2C(=NC=N1)N(N=C2C2=C(C=C(C=C2)OC2=CC=CC=C2)F)[C@H]2CN(CCC2)C(=O)C(C#N)=CC(C)(C)N2CCN(CC2)CC